3-(7,8-dichloro-4-(1H-pyrazol-4-yl)quinolin-2-yl)propionic acid tert-butyl ester C(C)(C)(C)OC(CCC1=NC2=C(C(=CC=C2C(=C1)C=1C=NNC1)Cl)Cl)=O